N'-[methylenebis(4,1-phenylene)]bis[pentylamide] C(C1=CC=C(C=C1)[N-]CCCCC)C1=CC=C(C=C1)[N-]CCCCC